P(=O)([O-])([O-])[O-].C(CCC)[Zn+].C(CCC)[Zn+].C(CCC)[Zn+] butyl-zinc phosphate